COC1=NC=C(C=N1)C=1C=CC=2N=C3COCC4(N3C2N1)COC1=C4C=CC=C1 2'-(2-methoxypyrimidin-5-yl)-6',8'-dihydro-2H-spiro[benzofuran-3,9'-pyrido[3',2':4,5]imidazo[2,1-c][1,4]oxazine]